ClC1=CC=C(C=C1)C=1C=C(C(N(N1)C1=CC(=CC=C1)F)=O)C(=O)N[C@@H]1[C@@H](CC1)O 6-(4-chlorophenyl)-2-(3-fluorophenyl)-N-[(1S,2R)-2-hydroxycyclobutyl]-3-oxo-2,3-dihydropyridazine-4-carboxamide